(1S,3S,5S)-N-(3-methoxybenzyl)-5-methyl-2-((4-phenoxybenzoyl)-glycyl)-2-azabicyclo[3.1.0]hexane-3-carboxamide COC=1C=C(CNC(=O)[C@H]2N([C@H]3C[C@]3(C2)C)C(CNC(C2=CC=C(C=C2)OC2=CC=CC=C2)=O)=O)C=CC1